BrC1=C(C(=C(C=C1)OCC)OC)F 1-Bromo-4-ethoxy-2-fluoro-3-methoxybenzene